(2-Methoxyphenyl)pyrrolidine HCl Cl.COC1=C(C=CC=C1)N1CCCC1